Cl.Cl.N1N=CC(=C1)C1=CC=C(C=C1)C(=C(C(=O)N)C1=CC=C(C=C1)CO)N (4-(1H-pyrazol-4-yl)phenyl)-3-amino-2-(4-(hydroxymethyl)phenyl)acrylamide dihydrochloride